2-(5-fluoro-2-iodophenyl)acetonitrile FC=1C=CC(=C(C1)CC#N)I